3,4-dihydroquinolin-2-one N1C(CCC2=CC=CC=C12)=O